3-(5-(1H-imidazo[4,5-f][1,10]phenanthroline-2-yl)thiophen-3-yl)benzonitrile N1C(=NC2=C3C=CC=NC3=C3N=CC=CC3=C21)C2=CC(=CS2)C=2C=C(C#N)C=CC2